6-sec.-butyl-2,4-dinitrophenol C(C)(CC)C1=CC(=CC(=C1O)[N+](=O)[O-])[N+](=O)[O-]